FC=1C=C(CC2CCN(CC2)C(=O)C=2C=CC3=C(NC(C4=C(N3)C=CC=C4)=O)C2)C=CC1 8-(4-(3-Fluorobenzyl)piperidine-1-carbonyl)-5,10-dihydro-11H-dibenzo[b,e][1,4]diazepin-11-one